N-[5-(difluoromethoxy)-3-pyridyl]-N-[[5-[5-(difluoromethyl)-1,3,4-oxadiazol-2-yl]thiazol-2-yl]methyl]ethanesulfonamide FC(OC=1C=C(C=NC1)N(S(=O)(=O)CC)CC=1SC(=CN1)C=1OC(=NN1)C(F)F)F